FC1(CCN(CC1)C(=O)C=1C=NC2=C(C=CC=C2C1)C1=CC2=C(C(NN=C2)=O)N=C1)F 3-(3-(4,4-difluoropiperidine-1-carbonyl)quinolin-8-yl)pyrido[2,3-d]pyridazin-8(7H)-one